6-chloro-4-hydroxy-2-methyl-N-2-pyridinyl-2H-thieno[2,3-E]-1,2-thiazine-3-carboxamide 1,1-dioxide ClC1=CC2=C(C(=C(N(S2(=O)=O)C)C(=O)NC2=NC=CC=C2)O)S1